OC1(CCNCC1)CN1C(N(C2=C1C=NC=C2)C)=O 3-((4-hydroxypiperidin-4-yl)methyl)-1-methyl-1H-imidazo[4,5-c]pyridin-2(3H)-one